methyl 4-aminocyclohexanecarboxylate NC1CCC(CC1)C(=O)OC